ClC1=CC=C(C(=N1)C(=O)NS(=O)(=O)C)N[C@H](C)C=1C=C(C=C2C(N(C(=NC12)N1[C@H]2CC(C[C@@H]1CC2)N2N=CC(=C2)C)C)=O)C 6-chloro-3-(((R)-1-(3,6-dimethyl-2-((1R,3S,5S)-3-(4-methyl-1H-pyrazol-1-yl)-8-azabicyclo[3.2.1]octan-8-yl)-4-oxo-3,4-dihydroquinazolin-8-yl)ethyl)amino)-N-(methylsulfonyl)picolinamide